2,3,4,6-tetra-O-acetyl-β-D-galactopyranosyl 2,2,2-trichloroacetimidate ClC(C(O[C@H]1[C@H](OC(C)=O)[C@@H](OC(C)=O)[C@@H](OC(C)=O)[C@H](O1)COC(C)=O)=N)(Cl)Cl